S1C(=NC2=C1C=CC=C2)NC(=O)C=2C=CC=C1CCN(CC21)C2=CC=C(C(=N2)C(=O)OC(C)(C)C)C=2C(=C(OCCOC1=CC=C(C=C1)CC(=O)O)C=CC2)C 2-(4-(2-(3-(6-(8-(benzo[d]thiazol-2-ylcarbamoyl)-3,4-dihydroisoquinolin-2(1H)-yl)-2-(tert-butoxycarbonyl)pyridin-3-yl)-2-methylphenoxy)ethoxy)phenyl)acetic acid